(2S)-4-[(2R)-3-(3,4-dihydro-1H-isoquinolin-2-yl)-2-hydroxypropyl]-2-methyl-8-[(1-methyl-4-piperidyl)oxy]-2,3-dihydro-1,4-benzoxazepin-5-one C1N(CCC2=CC=CC=C12)C[C@H](CN1C[C@@H](OC2=C(C1=O)C=CC(=C2)OC2CCN(CC2)C)C)O